N-(2-((tetrahydrofuran-3-yl)oxy)phenyl)thieno[3,2-d]pyrimidin-4-amine O1CC(CC1)OC1=C(C=CC=C1)NC=1C2=C(N=CN1)C=CS2